Rac-(3R,4R)-4-amino-1-(tert-butoxycarbonyl)pyrrolidine-3-carboxylic acid N[C@@H]1[C@@H](CN(C1)C(=O)OC(C)(C)C)C(=O)O |r|